C[C@@H](CC)NC(O[C@H]1C[C@H](CC1)C1=CC(=NN1)NC(=O)C=1C=NN(C1)C)=O (1R,3S)-3-(3-{[(1-methyl-1H-pyrazol-4-yl)carbonyl]amino}-1H-pyrazol-5-yl)cyclopentyl (2S)-butan-2-ylcarbamate